2,3-dihydrobenzo[d]isothiazole S1NCC2=C1C=CC=C2